1-(5-tert-butyl-2-furoyl)-lysergic acid diethylamide C(C)N(C(=O)[C@H]1CN(C)[C@@H]2CC3=CN(C4=CC=CC(C2=C1)=C34)C(=O)C=3OC(=CC3)C(C)(C)C)CC